3-(6-Methoxypyridin-3-yl)-3-(5-(2-(1-methyl-1,2,3,4-tetrahydropyrido[2,3-b]pyrazin-6-yl)ethoxy)-1H-indazol-1-yl)propanoic acid COC1=CC=C(C=N1)C(CC(=O)O)N1N=CC2=CC(=CC=C12)OCCC=1C=CC2=C(NCCN2C)N1